C1(CC1)C=1C(=CC=2N(N1)C(=CN2)C2=NC(=NC=C2F)N[C@H]2CNCC[C@@H]2F)OC (6-cyclopropyl-7-methoxyimidazo[1,2-b]pyridazin-3-yl)-5-fluoro-N-((3S,4S)-4-fluoropiperidin-3-yl)pyrimidin-2-amine